ClC1=C(C(=NN1CC)C1=NC(=CC=C1)C(F)(F)F)C(=O)NC1CCN(CC1)CCC(C)(C)C 5-Chloro-N-(1-(3,3-dimethylbutyl)piperidin-4-yl)-1-ethyl-3-(6-(trifluoromethyl)pyridin-2-yl)-1H-pyrazole-4-carboxamide